C(C)N1C2=NC3=C(C(NCCOC4=C(C1)C=C(C=C4)F)=O)C=NN3C=C2 14-ethyl-11-fluoro-6,7,13,14-tetrahydro-1,15-ethenopyrazolo[4,3-f][1,4,8,10]benzoxatriazacyclotridecin-4(5H)-one